C(C1=CC=CC=C1)O[C@]1(C2=NN=C(C3=C(C=C(C(C(CCCCC(C1)(F)F)=O)=N3)C(F)(F)F)NC(OC(C)(C)C)=O)O2)C(F)(F)F tert-butyl N-[(6R)-6-benzyloxy-8,8-difluoro-13-oxo-6,15-bis(trifluoromethyl)-19-oxa-3,4,18-triazatricyclo[12.3.1.12,5]nonadeca-1(17),2,4,14(18),15-pentaen-17-yl]carbamate